monoaza-indolemono-amide N1C(=NC2=CC=CC=C12)C(=O)N